N-(4-(2-hydroxypropan-2-yl)-4'-((4-methyl-6-(methylsulfonyl)pyridin-2-yl)amino)-[2,3'-bipyridin]-6'-yl)acetamide OC(C)(C)C1=CC(=NC=C1)C=1C=NC(=CC1NC1=NC(=CC(=C1)C)S(=O)(=O)C)NC(C)=O